tert-butyl 3-amino-5-(5,7-dichloro-6-(2-chloroethoxy)-1,2,3,4-tetrahydronaphthalen-1-yl)-1H-indazole-1-carboxylate NC1=NN(C2=CC=C(C=C12)C1CCCC2=C(C(=C(C=C12)Cl)OCCCl)Cl)C(=O)OC(C)(C)C